N-[2-(4-Ethyl-phenyl)-imidazo[1,2-a]pyridin-7-yl]-methyl-amine C(C)C1=CC=C(C=C1)C=1N=C2N(C=CC(=C2)NC)C1